C(#N)CS(=O)(=O)NC1=NC=CC(=N1)C1(CCOCC1)C(=O)NC1=NC=C(C=C1)C1=NC(=CN=C1)OCC 4-(2-((Cyanomethyl)sulfonylamino)pyrimidin-4-yl)-N-(5-(6-ethoxypyrazin-2-yl)pyridin-2-yl)tetrahydro-2H-pyran-4-carboxamide